C1(CCC1)N1C(=NC2=C1C=CC(=C2)NC(C)=O)C=2N(C(C(=C(N2)C(=O)NC=2C=NOC2)OC)=O)C 2-(1-cyclobutyl-5-acetamido-1H-1,3-benzodiazol-2-yl)-5-methoxy-1-methyl-N-(1,2-oxazol-4-yl)-6-oxo-1,6-dihydropyrimidine-4-carboxamide